dimethylboryl-naphthalene CB(C)C1=CC=CC2=CC=CC=C12